1-(2,2-difluoropropyl)-8-methoxy-9-(2-methyl-2H-tetrazol-5-yl)-5,6-dihydropyrrolo[2,1-a]isoquinoline-3-carboxylic acid FC(CC=1C=C(N2C1C1=CC(=C(C=C1CC2)OC)C=2N=NN(N2)C)C(=O)O)(C)F